FC1=CC=C(C=C1)CC(=O)N1CC2(C1)CN(C2)CCCC2=CC=C(C=C2)OC 2-(4-Fluoro-phenyl)-1-{6-[3-(4-methoxy-phenyl)-propyl]-2,6-diaza-spiro[3.3]hept-2-yl}-ethanone